(N-t-butoxycarbonyl-L-valyl)-L-proline C(C)(C)(C)OC(=O)N[C@@H](C(C)C)C(=O)N1[C@@H](CCC1)C(=O)O